OC1=C(C=C(C=C1)O)S(=O)C1=C(C=CC(=C1)O)O Bis(2,5-dihydroxyphenyl) sulfoxide